nitrilotriacetic acid potassium salt [K+].N(CC(=O)[O-])(CC(=O)[O-])CC(=O)[O-].[K+].[K+]